CN1N=C(C=C1)C=1C=C(C=CC1)C1=NC=2N(C(=C1)N1CCOCC1)N=C(C2)N2CCC(CC2)O 1-(5-(3-(1-methyl-1H-pyrazol-3-yl)phenyl)-7-morpholinopyrazolo[1,5-a]pyrimidin-2-yl)piperidin-4-ol